7-(3-Fluoro-4-methylphenyl)-1-(3,4,5-trimethoxyphenyl)-3,4-dihydropyrrolo[1,2-a]pyrazine FC=1C=C(C=CC1C)C=1C=C2N(CCN=C2C2=CC(=C(C(=C2)OC)OC)OC)C1